C(CCCCCCCCCCCCC)(=O)OCN1C=C(C2=CC=CC=C12)CO (3-(hydroxymethyl)-1H-indol-1-yl)methyl myristate